C1(CCC1)COC1=NC=CC=C1C1=CC(=C(C(=C1)F)C1C(C1)CCC(=O)O)F 3-{2-[4-(2-cyclobutylmethoxy-pyridin-3-yl)-2,6-difluoro-phenyl]-cyclopropyl}-propionic acid